C(C)(C)(C)OC(=O)N1[C@@H](C[C@@](C1)(CF)F)C(=O)OCC1=CC=CC=C1 (2S,4R)-4-fluoro-4-(fluoromethyl)pyrrolidine-1,2-dicarboxylic acid 2-benzyl 1-tert-butyl ester